(S)-((S)-1-((2S,3S)-3-Hexyl-4-oxooxetan-2-yl)tridecan-2-yl) 2-formamido-4-methylpentanoate C(=O)N[C@H](C(=O)O[C@H](C[C@@H]1OC([C@H]1CCCCCC)=O)CCCCCCCCCCC)CC(C)C